2-(2-(bicyclo[3.1.0]hex-2-en-3-yl)-5-ethyl-7-oxo-6-(piperazin-1-yl)-[1,2,4]triazolo[1,5-a]pyrimidin-4(7H)-yl)-N-(2-chloro-4-(trifluoromethyl)phenyl)acetamide C12C=C(CC2C1)C1=NN2C(N(C(=C(C2=O)N2CCNCC2)CC)CC(=O)NC2=C(C=C(C=C2)C(F)(F)F)Cl)=N1